hydrogen tetrafluoroborate [H+].[B-](F)(F)(F)F